O[C@H]1[C@@H](COC1)N(CCCCCCCC(=O)N(CCCCCCCCCC)CCCCCCCCCC)CCCCCCCC(=O)N(CCCCCCCCCC)CCCCCCCCCC 8,8'-(((3R,4S)-4-HYDROXYTETRAHYDROFURAN-3-YL)AZANEDIYL)BIS(N,N-DIDECYLOCTANAMIDE)